C[Si](OC(=C)C)(C)C 2-trimethylsilyloxy-1-propene